3-bromo-N-[(2RS)-1-chloro-3-(4-methylphenoxy)propan-2-yl]isonicotinamide BrC1=C(C(=O)N[C@@H](CCl)COC2=CC=C(C=C2)C)C=CN=C1 |r|